C(C(C)C)OC(CCCCC(=O)OCC(C)C)=O.C(CCC(=O)OCC(CCCC)CC)(=O)OCC(CCCC)CC di(2-ethylhexyl) succinate diisobutyl-adipate